[Si](C)(C)(C(C)(C)C)O[C@@H](CC)C1=CC(=C(C=N1)C=1C=2N(C3=CC(=NC=C3C1)Cl)N=CN2)C (S)-4-(6-(1-((tert-butyldimethylsilyl)oxy)propyl)-4-methylpyridin-3-yl)-8-chloro-[1,2,4]triazolo[1,5-a][1,6]naphthyridine